O1COC2=C1C=CC(=C2)NC2=NC=C(C(=N2)N2C=C(C=C2)C(=O)NC(CO)C=2C=NC=CC2)C 1-(2-(benzo[d][1,3]dioxol-5-ylamino)-5-methylpyrimidin-4-yl)-N-(2-hydroxy-1-(pyridin-3-yl)ethyl)-1H-pyrrole-3-amide